C(C)(=O)O.FC=1C=C(C=CC1)[C@H](CNC1(CCN(CC1)CC(=O)O)C)O (R)-2-(4-((2-(3-Fluorophenyl)-2-hydroxyethyl)amino)-4-methyl-piperidin-1-yl)acetic acid acetate